NC=1C2=C(N=C(N1)C)N(C=C2C2=C(C=C(C=C2)NC(C(O)C2=CC(=CC=C2)F)=O)OC)C N-(4-(4-amino-2,7-dimethyl-7H-pyrrolo[2,3-d]pyrimidin-5-yl)-3-methoxyphenyl)-2-(3-fluorophenyl)-2-hydroxyacetamide